[5-benzyloxy-1-(4-fluoro-3-methyl-phenyl)-2-[(2R)-tetrahydrofuran-2-yl]indol-3-yl]methanol C(C1=CC=CC=C1)OC=1C=C2C(=C(N(C2=CC1)C1=CC(=C(C=C1)F)C)[C@@H]1OCCC1)CO